ClC1=NN2C(C(=N1)NC)=CC=C2C[C@H]2O[C@@H]([C@@H]1[C@H]2OC(O1)(C)C)CO ((3aR,4R,6R,6aS)-6-((2-chloro-4-(methylamino)pyrrolo[2,1-f][1,2,4]triazin-7-yl)methyl)-2,2-dimethyltetrahydrofuro[3,4-d][1,3]dioxol-4-yl)methanol